(E)-(2'-(1,2-bis(3-methylphenyl)vinyl)-[1,1'-biphenyl]-2-yl)diphenylphosphine CC=1C=C(C=CC1)/C(=C\C1=CC(=CC=C1)C)/C1=C(C=CC=C1)C1=C(C=CC=C1)P(C1=CC=CC=C1)C1=CC=CC=C1